N1=CSC=2CN(CCC21)C(=O)[O-] 6,7-dihydrothiazolo[5,4-c]pyridine-5(4H)-carboxylate